BrC=1C=C2C(=NN(C2=CC1OCCCCC=C)CC(=O)OC(C)(C)C)I tert-Butyl 2-(5-Bromo-6-(hex-5-en-1-yloxy)-3-iodo-1H-indazol-1-yl)acetate